2-(6-chloropyridin-3-yl)-N-(4-(7-((1-ethylpiperidin-4-yl)methoxy)-6-methoxyquinazolin-4-yl)phenyl)acetamide ClC1=CC=C(C=N1)CC(=O)NC1=CC=C(C=C1)C1=NC=NC2=CC(=C(C=C12)OC)OCC1CCN(CC1)CC